ClC=1C=C2C=3C(=C(C(=C(C3NC2=CC1)C(=O)OCC)C(=O)OCC)C(=O)OCC)C(=O)OCC tetraethyl 6-chloro-9H-carbazole-1,2,3,4-tetracarboxylate